3-((3-chloro-2-methyl-5-nitrophenoxy)methyl)-1-methylpyrrolidine ClC=1C(=C(OCC2CN(CC2)C)C=C(C1)[N+](=O)[O-])C